oxido-cycloheptanone [O-]C1C(CCCCC1)=O